N[C@@H](CCC(=O)[O-])C(=O)OC(CN)=O glycinyl glutamate